CC1=C(C(=C(C=2C(C3=CC(=C(C=C3C(C12)=O)C)C)=O)C)C)C 1,2,3,4,6,7-Hexamethylanthracen-9,10-dion